FC1=C(C(=CC(=C1)OC)F)N1C(=NC(=C1)CC=1NC=2C(=NC=C(C2)F)N1)C1=C(C(=O)N)C=CC(=C1)OC(F)F (1-(2,6-Difluoro-4-methoxyphenyl)-4-((6-fluoro-1H-imidazo[4,5-b]pyridin-2-yl)methyl)-1H-imidazol-2-yl)-4-(difluoromethoxy)benzamide